ClC=1C=NC(=NC1)N1CCC(CC1)(C)CCCCOC1=CC(=C(C=C1)CC(=O)N1CC(C1)CNC[C@@H]([C@H]([C@@H]([C@@H](CO)O)O)O)O)F 2-[4-[4-[1-(5-chloropyrimidin-2-yl)-4-methyl-4-piperidyl]butoxy]-2-fluoro-phenyl]-1-[3-[[[(2S,3R,4R,5R)-2,3,4,5,6-pentahydroxyhexyl]amino]methyl]azetidin-1-yl]ethanone